N,N-dimethyl-1-[(1S,2S)-2-{[(1R,2R)-2-cyclopropyl]methyl}cyclopropyl]nonadecan-10-amine CN(C(CCCCCCCCC[C@@H]1[C@@H](C1)CC1CC1)CCCCCCCCC)C